OP(O)(=O)OP(=O)(O)O.N1CCNCC1 piperazine diphosphate salt